OC(CC1=NSC(=N1)NC(=O)C=1OC(=C(C1)C1=CC(=CC=C1)C#N)C)C N-(3-(2-hydroxypropyl)-1,2,4-thiadiazol-5-yl)-5-methyl-4-(3-cyanophenyl)furan-2-carboxamide